2-(4-isopropyl-5-(8-methyl-[1,2,4]triazolo[1,5-a]pyridin-6-yl)-1H-pyrazol-3-yl)-4,5,6,7-tetrahydrothiazolo[5,4-c]pyridine C(C)(C)C=1C(=NNC1C=1C=C(C=2N(C1)N=CN2)C)C=2SC=1CNCCC1N2